CC1=CC(=C(C(=O)O)C=C1)OC 4-methyl-2-methoxybenzoic acid